(2-(1-(cyclopropylmethyl)-1H-indol-2-yl)-6-(methylsulfonyl)-5,6-dihydro-4H-imidazo[1,5,4-de]quinoxalin-8-yl)methanone C1(CC1)CN1C(=CC2=CC=CC=C12)C1=NC=2C=3N1CCN(C3C=C(C2)C=O)S(=O)(=O)C